tert-butyl N-[(3R)-7-[5-(bromomethyl)-1,3,4-oxadiazol-2-yl]-5-[(4-chlorophenyl)methyl]-8-fluoro-4-oxo-2,3-dihydro-1,5-benzothiazepin-3-yl]carbamate BrCC1=NN=C(O1)C=1C(=CC2=C(N(C([C@H](CS2)NC(OC(C)(C)C)=O)=O)CC2=CC=C(C=C2)Cl)C1)F